C(#N)N(C1=CC(=CC(=C1)F)F)C=1SC(=C(N1)C(=O)N[C@@H]1CCC12CCCC2)C 2-(N-cyano-3,5-difluoroanilino)-5-methyl-N-[(3R)-spiro[3.4]octan-3-yl]-thiazole-4-carboxamide